5-(Phenylsulfonyl)-1,3-dihydro-2H-benzo[d]imidazol-2-one C1(=CC=CC=C1)S(=O)(=O)C1=CC2=C(NC(N2)=O)C=C1